C(C)(C)(C)C1=CC(=NO1)NC(=O)NC1=CC=C(C=C1)N1C=NC2=NC=CC=C21 1-(5-tert-butyl-isoxazol-3-yl)-3-(4-imidazo[4,5-b]pyridin-1-yl-phenyl)-urea